(R)-3-(benzofuran-7-yloxy)-N-methyl-3-(thien-2-yl)propan-1-amine O1C=CC2=C1C(=CC=C2)O[C@H](CCNC)C=2SC=CC2